(R)-2-(4-(3-methylmorpholinyl)-2-(1H-pyrrolo[2,3-b]pyridin-4-yl)thieno[3,2-d]pyrimidin-7-yl)-1,1-dioxoisothiazolidine C[C@H]1N(CCOC1)C=1C2=C(N=C(N1)C1=C3C(=NC=C1)NC=C3)C(=CS2)N2S(CCC2)(=O)=O